benzyltriethyl-nitrogen C(C1=CC=CC=C1)CCN(CC)CC